(2S)-(4-carbamoylthiazol-2-ylsulfanyl)-N-{[4-(3-chloro-4-fluorobenzyl)morpholin-2-yl]methyl}acetamide C(N)(=O)C=1N=C(SC1)SCC(=O)NC[C@H]1CN(CCO1)CC1=CC(=C(C=C1)F)Cl